trans-1-[1-[2-amino-4-(trifluoromethoxy)benzoyl]-4-piperidyl]-6-(4-methoxycyclohexyl)-3H-imidazo[4,5-b]pyridin-2-one NC1=C(C(=O)N2CCC(CC2)N2C(NC3=NC=C(C=C32)[C@@H]3CC[C@H](CC3)OC)=O)C=CC(=C1)OC(F)(F)F